2,6-dichloro-4-[1-(4-hydroxyphenyl)-1-methyl-ethyl]phenol ClC1=C(C(=CC(=C1)C(C)(C)C1=CC=C(C=C1)O)Cl)O